N-lauroyl-methyl-β-alanine C(CCCCCCCCCCC)(=O)N(CCC(=O)O)C